ClC1=CC(=C(C(=N1)C)C(C)=O)OCC1=CC=C(C=C1)OC 1-[6-chloro-4-[(4-methoxyphenyl)methoxy]-2-methyl-3-pyridinyl]ethanone